5-bromo-2-(difluoromethoxy)-3-(5-(2,6-difluorophenyl)-4-methyl-4H-1,2,4-triazol-3-yl)pyridine BrC=1C=C(C(=NC1)OC(F)F)C1=NN=C(N1C)C1=C(C=CC=C1F)F